NC=1C(=NN(C(C1)=O)C1=C(C=CC=C1)F)C(=O)N[C@H](C)C1=C(C(=CC=C1)C(CO)(F)F)F 4-Amino-N-[(1R)-1-[3-(1,1-difluoro-2-hydroxy-ethyl)-2-fluoro-phenyl]ethyl]-1-(2-fluorophenyl)-6-oxo-pyridazine-3-carboxamide